((2-(2-(2-Methoxyethoxy)ethoxy)ethoxy)methyl)oxirane COCCOCCOCCOCC1OC1